(S)-2-Hydroxy-4-(2,7-diazaspiro[4.4]nonan-2-yl)benzaldehyde OC1=C(C=O)C=CC(=C1)N1C[C@@]2(CC1)CNCC2